CC1=C(C=2C=CN=C(C2C=C1)NC1=CC(=CC=C1)C(F)(F)F)N 6-methyl-N1-(3-(trifluoromethyl)phenyl)isoquinoline-1,5-diamine